2-acetamido-2-[(2-chloro-3-methoxy-phenyl)methyl]malonic acid diethyl ester C(C)OC(C(C(=O)OCC)(CC1=C(C(=CC=C1)OC)Cl)NC(C)=O)=O